C(C)(=O)OC(C1CCC(CC1)C)(C)C 1-8-menthyl acetate